CC1=C(C(=O)P(C2=CC=CC=C2)(C(C2=C(C=C(C=C2C)C)C)=O)=O)C(=CC(=C1)C)C bis(2,4,6-trimethyl-benzoyl)-phenyl-Phosphine oxide